1,4-bis(3,7-dimethyloctoxy)butane CC(CCOCCCCOCCC(CCCC(C)C)C)CCCC(C)C